The molecule is a imidazolidinone that is imidazolidin-2-one substituted by a (6-chloropyridin-3-yl)methyl group at position 1. It is a metabolite of the insecticide imidacloprid. It has a role as a marine xenobiotic metabolite. It is a monochloropyridine, an imidazolidinone and a member of ureas. C1CN(C(=O)N1)CC2=CN=C(C=C2)Cl